n-methyl-2-(2-methylpyridin-4-yl)-N-(tetrahydro-2H-pyran-4-yl)-1H-pyrrolo[3,2-c]pyridin-6-amine CN(C1=CC2=C(C=N1)C=C(N2)C2=CC(=NC=C2)C)C2CCOCC2